2-chloro-5-cyclopropyl-1H-pyrrolo[2,3-b]pyridine ClC1=CC=2C(=NC=C(C2)C2CC2)N1